antimony selenide-sulfide [Sb](=[Se])=S